11-methyldodecyl 3,5,5-trimethylhexanoate CC(CC(=O)OCCCCCCCCCCC(C)C)CC(C)(C)C